N-(4-(4-((7-bromo-2-(2,6-dioxopiperidin-3-yl)-1,3-dioxoisoindolin-5-yl)methyl)piperazin-1-yl)-3-(trifluoromethyl)phenyl)-3-(imidazo[1,2-b]pyridazin-3-ylethynyl)-4-methylbenzamide BrC=1C=C(C=C2C(N(C(C12)=O)C1C(NC(CC1)=O)=O)=O)CN1CCN(CC1)C1=C(C=C(C=C1)NC(C1=CC(=C(C=C1)C)C#CC1=CN=C2N1N=CC=C2)=O)C(F)(F)F